Methyl-(phenyl)methoxyethoxysilane C[SiH2]OCCOCC1=CC=CC=C1